C(C1=CC=CC=C1)O[C@H]1C[C@@H](N(C1)C(=O)OC(C)(C)C)COC1=C(C(=C(C(=C1)C)F)O[C@@H](C=O)C)C(=O)OC tert-Butyl (2R,4S)-4-(benzyloxy)-2-((4-fluoro-2-(methoxycarbonyl)-5-methyl-3-(((R)-1-oxopropan-2-yl)oxy)phenoxy)methyl)pyrrolidin-1-carboxylate